6-(methylsulfonyl)-2-phenyl-4-(1-(pyridin-3-ylmethyl)-1H-pyrazol-3-yl)-6,7-dihydro-5H-pyrrolo[3,4-d]pyrimidine CS(=O)(=O)N1CC=2N=C(N=C(C2C1)C1=NN(C=C1)CC=1C=NC=CC1)C1=CC=CC=C1